C1(CCC1)NS(=O)(=O)C1=CC=C(O1)C(=O)O[Li] [5-(Cyclobutylaminosulfonyl)furan-2-carbonyl]oxylithium